[Si](C1=CC=CC=C1)(C1=CC=CC=C1)(C(C)(C)C)OCCCCC[C@@]1([C@H](C1)C(=O)[O-])C |r| racemic-(1S,2S)-2-(5-((tert-butyldiphenylsilyl) oxy) pentyl)-2-methylcyclopropane-1-carboxylate